N-(3-fluoro-4-(4-((5-(4-isopropyl-piperazin-1-yl)pyridin-2-yl)amino)-5-oxo-5,6-dihydro-1,6-naphthyridin-2-yl)phenyl)cyclohexanecarboxamide FC=1C=C(C=CC1C1=NC=2C=CNC(C2C(=C1)NC1=NC=C(C=C1)N1CCN(CC1)C(C)C)=O)NC(=O)C1CCCCC1